C1[C@H]([C@H]([C@H](C(O1)O)O)O)O The molecule is a D-ribose and the D-enantiomer of ribopyranose. It is a ribopyranose and a D-ribose. It is an enantiomer of a L-ribopyranose.